O=C1NC=CC2=C(C=CC=C12)S(=O)(=O)N1CCC2=NC=C(C=C21)C#N 1-[(1-oxo-2H-isoquinolin-5-yl)sulfonyl]-2,3-dihydropyrrolo[3,2-b]pyridine-6-carbonitrile